4,4,5,5-tetramethyl-2-(thiophene-3-yl)-1,3,2-dioxaborolan CC1(OB(OC1(C)C)C1=CSC=C1)C